C(C)C(CO)C(CCC)O 2-Ethyl-1,3-hexan-diol